FC1(C(C(NC1)O)(O)O)O 4-fluoropyrrolidine-3,4-dioldiol